CC1=NC(=C2N1C(=CC=C2)C(=C)C)C(=O)N methyl-5-(prop-1-en-2-yl)imidazo[1,5-a]pyridine-1-carboxamide